CCC(CCCCCCCCCCCCCCCC)C=1NC(OC1)=O 4-(nonadecan-3-yl)oxazol-2(3H)-one